5-bromo-1-cyclopropyl-3-methylpyridin-2(1H)-one BrC=1C=C(C(N(C1)C1CC1)=O)C